4-bromo-5-fluorobenzo[d][1,3]dioxazole BrC1=C(C=CC=2ONOC21)F